N-ethoxy-1H-tetrazole C(C)ON1N=NN=C1